C(C=1C=C(C(N)=C(C1)C)C)C=1C=C(C(N)=C(C1)C)C 4,4'-methylenebis-2,6-xylidine